NC=1NC(C=2N(C(N(C2N1)[C@@H]1O[C@@H](C[C@H]1O)CO)=O)CC(N1CCCC1)=O)=O 2-Amino-9-((2R,3R,5S)-3-hydroxy-5-(hydroxymethyl)tetrahydrofuran-2-yl)-7-(2-oxo-2-(pyrrolidin-1-yl)ethyl)-7,9-dihydro-1H-purin-6,8-dion